FC1(CC(N(CCC1)C1=NC(=CC(N1)=O)N1CCOCC1)CC1=C(C=CC=C1)OC)F 2-(4,4-difluoro-2-(2-methoxybenzyl)azepan-1-yl)-6-morpholinopyrimidin-4(3H)-one